[OH-].[NH4+].[OH-].C(C1=CC=CC=C1)[N+](C)(C)C benzyltrimethylammonium hydroxide ammonium hydroxide